C1(CCCCC1)[C@@H](C(=O)NC=1C=C2CC(CC2=CC1)(C(NC)=O)N1C(NCC(C1)(C)CC)=O)NC(=O)C1=CC=NN1C N-((1S)-1-cyclohexyl-2-((2-(5-ethyl-5-methyl-2-oxotetrahydropyrimidin-1(2H)-yl)-2-(methylcarbamoyl)-2,3-dihydro-1H-inden-5-yl)amino)-2-oxoethyl)-1-methyl-1H-pyrazole-5-carboxamide